FC1=CC=C(C=C1)[C@](C([2H])([2H])[2H])(N)C=1C=NC(=NC1)N1CCN(CC1)C1=NC=NN2C1=CC(=C2)C=2C=NN(C2)C([2H])([2H])[2H] (S)-1-(4-fluorophenyl)-1-(2-(4-(6-(1-(methyl-d3)-1H-pyrazol-4-yl)pyrrolo[2,1-f][1,2,4]triazin-4-yl)piperazin-1-yl)pyrimidin-5-yl)ethan-2,2,2-d3-1-amine